NC=1N=NC(=CC1N1CC2CCC(C1)N2C2=CC(=NC=C2)C#CCN2CCC(CC2)C#N)C2=C(C=CC=C2)O 1-[3-[4-[3-[3-amino-6-(2-hydroxyphenyl)pyridazin-4-yl]-3,8-diazabicyclo[3.2.1]oct-8-yl]-2-pyridinyl]prop-2-ynyl]piperidine-4-carbonitrile